C(CCC)(=O)NC1=C(C=C(C(=O)NC2CCC(CC2)NC2=CC(=NC3=CC=C(C=C23)Cl)C(F)(F)F)C=C1)C 4-butanamido-3-methyl-N-[(1s,4s)-4-{[6-chloro-2-(trifluoromethyl)quinolin-4-yl]amino}cyclohexyl]benzamide